2-(5-fluoro-1-(2-fluorobenzyl)-1H-pyrazolo[3,4-b]Pyridin-3-yl)pyrimidine-4,5,6-triamine FC=1C=C2C(=NC1)N(N=C2C2=NC(=C(C(=N2)N)N)N)CC2=C(C=CC=C2)F